4-HYDROXYQUINOLINE-5-BORONIC ACID OC1=CC=NC=2C=CC=C(C12)B(O)O